CC(C[C@@H](C(=O)O)NC(=O)C=1C=NN(C1)C)C (2S)-4-methyl-2-[(1-methyl-1H-pyrazol-4-yl)formamido]pentanoic acid